NC1CC(C1)C(=O)NCCCNC(C1=C(C=C(C=C1)NC=1C=2N(C=CN1)C(=CN2)C=2C(=NN(C2)CC(F)F)C(F)(F)F)CC)=O N-(3-((1r,3r)-3-aminocyclobutane-1-carboxamido)propyl)-4-((3-(1-(2,2-difluoroethyl)-3-(trifluoromethyl)-1H-pyrazol-4-yl)imidazo[1,2-a]pyrazin-8-yl)amino)-2-ethylbenzamide